Cl.Cl.FC=1C=C2C(=NC1)NC=C2CCN2[C@H](CC2)C (S)-5-fluoro-3-(2-(2-methylazetidin-1-yl)ethyl)-1H-pyrrolo[2,3-b]pyridine dihydrochloride